COC(C1=CC(=C(C(=C1)OC(F)(F)F)[N+](=O)[O-])NC[C@H]1OCC1)=O (S)-4-Nitro-3-((oxetan-2-ylmethyl)amino)-5-(trifluoromethoxy)benzoic acid methyl ester